3-benzoyl-1-methylpyrrolidin-2-one C(C1=CC=CC=C1)(=O)C1C(N(CC1)C)=O